N-(6-cyano-4,7-difluoro-1-(1-methylcyclobutyl)-1H-benzo[d]imidazol-2-yl)-3,3-dimethylbutyramide C(#N)C=1C=C(C2=C(N(C(=N2)NC(CC(C)(C)C)=O)C2(CCC2)C)C1F)F